O1C(=CC=2C=NC=CC21)C=2OC1=C(C=C(C=C1C(C2)=O)C)C(C)NC2=C(C(=O)O)C=CC=C2 2-[1-(2-Furo[3,2-c]pyridin-2-yl-6-methyl-4-oxo-chromen-8-yl)ethylamino]benzoic acid